C(C)N(S(=O)(=O)C1=C2C=C(C(=CC2=CC=C1)C(=O)OC)OC)CC Methyl 5-(N,N-diethylsulfamoyl)-3-methoxy-2-naphthoate